3-[(1R,2S)-2-(4-chloro-2-fluoro-5-methylphenyl)cyclopropyl]-1-methyl-1-[(3R)-1-(pyridazin-3-yl)piperidin-3-yl]urea ClC1=CC(=C(C=C1C)[C@H]1[C@@H](C1)NC(N([C@H]1CN(CCC1)C=1N=NC=CC1)C)=O)F